2-[4-[[(s)-1-[[(s)-2-[[(rs)-3,3,3-trifluoro-1-isopropyl-2-oxopropyl]aminocarbonyl]pyrrolidin-1-yl]carbonyl]-2-methylpropyl]aminocarbonyl]benzoylamino]acetic acid FC(C([C@@H](C(C)C)NC(=O)[C@H]1N(CCC1)C(=O)[C@H](C(C)C)NC(=O)C1=CC=C(C(=O)NCC(=O)O)C=C1)=O)(F)F |&1:3|